(R)-(1-methyl-1H-pyrazol-3-yl)(1-methylcyclopentyl)methylamine CN1N=C(C=C1)NCC1(CCCC1)C